9-methoxy-N-methyl-8-[3-(pyrrolidin-1-yl)propoxy]-1H,2H,3H,4H-benzo[h]1,6-naphthyridin-5-amine formate C(=O)O.COC1=CC2=C(N=C(C=3CCCNC23)NC)C=C1OCCCN1CCCC1